2-(4-(2-(3,4-dimethoxyphenyl)-3-isobutyl-1H-indol-5-yl)piperidin-1-yl)-N-methylethylamine COC=1C=C(C=CC1OC)C=1NC2=CC=C(C=C2C1CC(C)C)C1CCN(CC1)CCNC